COC(=O)N1CC=2C3=C(C=CC2CC1)N(C(=N3)[C@@H]3C[C@H](CCC3)C(=O)O)[C@@H](CC3=C(C=CC=C3)C)C (1S,3s)-3-[8-(methoxycarbonyl)-3-[(2R)-1-(2-methylphenyl)propan-2-yl]-3H,6H,7H,8H-9H-imidazo[4,5-h]isoquinolin-2-yl]cyclohexane-1-carboxylic acid